OC=1C=C(C=O)C=CC1 m-hydroxyl-benzaldehyde